(3-fluoro-5-(3-fluoro-2-nitrophenyl)pyridin-2-yl)(morpholin-4-yl)methanone FC=1C(=NC=C(C1)C1=C(C(=CC=C1)F)[N+](=O)[O-])C(=O)N1CCOCC1